C(CCCCC\C=C/CCC)(=O)OCC ethyl cis-7-undecenoate